ClC=1C(=C(C(=CC1N1CC(CC1)(N(C)C)C1CC1)F)S(=O)(=O)N(C1=NC(=CC=C1)F)CC1=C(C=C(C=C1)OC)OC)F 3-chloro-4-(3-cyclopropyl-3-(dimethylamino)pyrrolidin-1-yl)-N-(2,4-dimethoxybenzyl)-2,6-difluoro-N-(6-fluoropyridin-2-yl)benzenesulfonamide